N1C(NCC2=C1C1=C(N=C2)NC(C1)=O)=O 3,4,7,9-tetrahydro-1H-pyrrolo[3',2':5,6]pyrido[4,3-d]pyrimidine-2,8-dione